5H-dipyrido[4,3-b:3',4'-f]azepine C1=NC=CC=2NC3=C(C=CC21)C=NC=C3